5-bromo-N-ethylpicolinamide BrC=1C=CC(=NC1)C(=O)NCC